N-acetyl-N,2-dimethyl-4-(methylamino)butanamide C(C)(=O)N(C(C(CCNC)C)=O)C